O=C1NC(CCC1C1=C(C=C(C=C1F)N1CC(C1)NC(OC1CN(C1)C(N(C)C1=CC=C(C=C1)Cl)=O)=O)F)=O 1-((4-chlorophenyl)(methyl)carbamoyl)azetidin-3-yl (1-(4-(2,6-dioxopiperidin-3-yl)-3,5-difluorophenyl)azetidin-3-yl)carbamate